C(C)(C)(C)OC(=O)N1C(CCCC1)N1N=CC(=C1)NC1=NC=C(C(=N1)C1=CC=C(C=C1)C(=O)OC)C(F)(F)F (4-((4-(4-(methoxycarbonyl)phenyl)-5-(trifluoromethyl)pyrimidin-2-yl)amino)-1H-pyrazol-1-yl)piperidine-1-carboxylic acid tert-butyl ester